2-(bromomethyl)-3,3,3-trifluoro-2-hydroxypropionic acid BrCC(C(=O)O)(C(F)(F)F)O